FC(OC1=CC=C(C=C1)N1C(NC(C=2NC=NC12)=O)=O)F 3-(4-(difluoromethoxy)phenyl)-3,7-dihydro-1H-purine-2,6-dione